1,2-dihydropyrazolo[3,4-d]Pyrrolo[2,3-b]Pyridin N1NC=C2C1=C1C(N=C2)=NC=C1